2-[1-[2-[4-[3-[1-(5-chloropyrimidin-2-yl)-4-piperidinyl]propoxy]-2-fluoro-phenyl]acetyl]azetidin-3-yl]acetic acid ClC=1C=NC(=NC1)N1CCC(CC1)CCCOC1=CC(=C(C=C1)CC(=O)N1CC(C1)CC(=O)O)F